(2s,4r)-4-((tert-butyldimethylsilyl)oxy)-1-(2-(3-(hydroxymethyl)isoxazol-5-yl)-3-methylbutyryl)-N-((S)-1-(4-(4-methylthiazol-5-yl)phenyl)ethyl)pyrrolidine-2-carboxamide [Si](C)(C)(C(C)(C)C)O[C@@H]1C[C@H](N(C1)C(C(C(C)C)C1=CC(=NO1)CO)=O)C(=O)N[C@@H](C)C1=CC=C(C=C1)C1=C(N=CS1)C